OC(CNCCN)C N-(2-hydroxypropyl)ethylenediamine